3-fluoropyridin-2-yl propanoate C(CC)(=O)OC1=NC=CC=C1F